1-(vinylsulfonyl)-3-(vinylsulfonyl)-2-propanol C(=C)S(=O)(=O)CC(CS(=O)(=O)C=C)O